3-(5-(difluoromethyl)-1,3,4-thiadiazol-2-yl)-8-(4-isobutyrylpiperazin-1-yl)-N-(tetrahydro-2H-pyran-4-yl)imidazo[1,2-a]pyridine-6-sulfonamide FC(C1=NN=C(S1)C1=CN=C2N1C=C(C=C2N2CCN(CC2)C(C(C)C)=O)S(=O)(=O)NC2CCOCC2)F